COC(=O)CCCN The molecule is a methyl ester resulting from the formal condensation of gamma-aminobutyric acid with methanol. It is a primary amino compound, an amino acid ester and a methyl ester. It derives from a gamma-aminobutyric acid.